FC1(CCN(CC1)C=1C=2N(C=C(N1)NC(OC(C)(C)C)=O)N=CN2)F tert-Butyl (8-(4,4-difluoropiperidin-1-yl)-[1,2,4]triazolo[1,5-a]pyrazin-6-yl)carbamate